[2-(2,6-dioxopiperidin-3-yl)-4-methoxy-3-oxo-2,3-dihydro-1H-isoindol-5-yl]methyl N-[4-(2,4-difluorophenoxy)phenyl]carbamate FC1=C(OC2=CC=C(C=C2)NC(OCC=2C(=C3C(N(CC3=CC2)C2C(NC(CC2)=O)=O)=O)OC)=O)C=CC(=C1)F